tert-butyl (4'-amino-2,3,4,5-tetrahydro-[1,1'-biphenyl]-4-yl)carbamate NC1=CC=C(C=C1)C=1CCC(CC1)NC(OC(C)(C)C)=O